(R,E)-3-(2-(3-((1H-imidazol-1-yl)methyl)piperidine-1-carbonyl)phenyl)-N-hydroxyacrylamide N1(C=NC=C1)C[C@@H]1CN(CCC1)C(=O)C1=C(C=CC=C1)/C=C/C(=O)NO